C(C)(=O)N1CC2(CC1)CCN(CC2)C2=C(CN1CCN(CC1)C(=O)OC(C(F)(F)F)C(F)(F)F)C=CC(=C2)C(F)(F)F 1,1,1,3,3,3-Hexafluoropropan-2-yl 4-(2-(2-acetyl-2,8-diazaspiro[4.5]decan-8-yl)-4-(trifluoromethyl)benzyl)piperazine-1-carboxylate